CC(=CCCC(C)=C1C=CCCC1)C (6-methylhept-5-en-2-ylidene)cyclohexene